N1N=CC(=C1)S(=O)(=O)C=1C=C2C=NN(C(C2=CC1)=O)CC1=CC=C2C(=N1)C=CO2 6-((1H-pyrazol-4-yl)sulfonyl)-2-(furo[3,2-b]pyridin-5-ylmethyl)phthalazin-1(2H)-one